ClC1=C(C=C2C(=N1)OC(C2)(C)C)[N+](=O)[O-] 6-chloro-2,2-dimethyl-5-nitro-2,3-dihydrofuro[2,3-b]pyridine